(S)-quinuclidin-3-yl (7-(4-chlorophenyl)-1,2,3,4-tetrahydronaphthalen-1-yl)carbamate ClC1=CC=C(C=C1)C1=CC=C2CCCC(C2=C1)NC(O[C@@H]1CN2CCC1CC2)=O